(1S,2S,3R,5S)-3-(7-amino-5-(propylsulfanyl)-3H-[1,2,3]triazolo[4,5-d]pyrimidin-3-yl)-5-(2-hydroxyethoxy)cyclopentane-1,2-diol NC=1C2=C(N=C(N1)SCCC)N(N=N2)[C@H]2[C@@H]([C@@H]([C@H](C2)OCCO)O)O